C1(=CC=CC=C1)C(=CCCCC)O phenylhydroxyhexene